2-[4-[(tert-butoxy)carbonyl]piperazin-1-yl]pyrimidine-4,5-dicarboxylic acid C(C)(C)(C)OC(=O)N1CCN(CC1)C1=NC=C(C(=N1)C(=O)O)C(=O)O